(S)-quinuclidin-3-yl (2,2-dimethyl-5-(quinoxalin-6-yl)-2,3-dihydro-1H-inden-1-yl)carbamate CC1(C(C2=CC=C(C=C2C1)C=1C=C2N=CC=NC2=CC1)NC(O[C@@H]1CN2CCC1CC2)=O)C